C(C)(C)(C)OC(=O)N1CCC(=CC1)C1=CC=C(C=C1)NC(=O)C=1SC=C(C1)Br 4-{4-[(4-bromo-thiophene-2-carbonyl)-amino]-phenyl}-3,6-dihydro-2H-pyridine-1-carboxylic acid tert-butyl ester